C1(CC1)N1C=C2C(=NN(C(C2=C(C1=O)C#N)=O)C)N[C@H](C)C1=C(C(=CC=C1)C(F)(F)F)C (R)-6-cyclopropyl-2-methyl-4-((1-(2-methyl-3-(trifluoromethyl)phenyl)ethyl)amino)-1,7-dioxo-1,2,6,7-tetrahydropyrido[3,4-d]pyridazine-8-carbonitrile